(2-chloro-5-iodophenyl)(4-(2-cyclopropyloxyethoxy)phenyl)methanone ClC1=C(C=C(C=C1)I)C(=O)C1=CC=C(C=C1)OCCOC1CC1